1-(methyl)piperazine di(but-3-yn-1-yl)3,3'-((3-(diethylamino)propyl)azanediyl)dipropionate C(CC#C)OC(CCN(CCC(=O)OCCC#C)CCCN(CC)CC)=O.CN1CCNCC1